C(C)(C)(C)OC(=O)N(C=1C(=NC(=CC1)[N+](=O)[O-])C(C)(C)C)C1N(CCCC1)C(=O)[O-] ((tert-butoxycarbonyl)(tert-butyl 6-nitropyridin-3-yl)amino)piperidine-1-carboxylate